4-(5-Chloro-2-methoxyphenyl)-N-(6-(5-cyanopyridin-2-yl)thiazolo[4,5-b]pyrazin-2-yl)-6-methylnicotinamide ClC=1C=CC(=C(C1)C1=CC(=NC=C1C(=O)NC=1SC=2C(=NC=C(N2)C2=NC=C(C=C2)C#N)N1)C)OC